FC(C(C#CC=1C=C(C=CC1)C=1C(=C2C(=NC=3N(C2=CC1)C(=NN3)C)NCC(F)F)F)(C)C)F (3-(4,4-difluoro-3,3-dimethylbut-1-yn-1-yl)phenyl)-N-(2,2-difluoroethyl)-6-fluoro-1-methyl-[1,2,4]triazolo[4,3-a]quinazolin-5-amine